(S)-4-{2-(4-Ethylthiazol-2-yl)-2-[2-(4-Ethylthiazol-2-yl)acetamido]Ethyl}phenyl-sulfamic acid C(C)C=1N=C(SC1)[C@H](CC1=CC=C(C=C1)NS(O)(=O)=O)NC(CC=1SC=C(N1)CC)=O